FC(C=1C(=NC=C(C1)C(F)(F)F)NC[C@@H]1[C@@H](O[C@@H](CN1C(=O)C1=NC(=CC=C1N1N=CC=N1)C)C)C)F ((2S,3R,6R)-3-(((3-(Difluoromethyl)-5-(trifluoromethyl)pyridin-2-yl)amino)methyl)-2,6-dimethylmorpholino)(6-methyl-3-(2H-1,2,3-triazol-2-yl)pyridin-2-yl)methanone